[N+](=O)([O-])C=1C=C(OC2CCN(CC2)C(=O)OCCCC)C=CC1 Z-butyl 4-(3-nitrophenoxy)piperidine-1-carboxylate